CC(C)CCCCCC(=O)SCCNC(=O)CCNC(=O)[C@@H](C(C)(C)COP(=O)(O)OP(=O)(O)OC[C@@H]1[C@H]([C@H]([C@@H](O1)N2C=NC3=C(N=CN=C32)N)O)OP(=O)(O)O)O The molecule is a medium-chain fatty acyl-CoA that results from the formal condensation of the thiol group of coenzyme A with the carboxy group of 7-methyloctanoic acid. It derives from a 7-methyloctanoic acid. It is a conjugate acid of a 7-methyloctanoyl-CoA(4-).